C(N)(O)=O.C(N)(O)=O.CC1=CC=CC=C1 Toluene Dicarbamate